(S)-4-(1-(5-(4-fluorophenyl)-1-(4-(trifluoromethyl)benzyl)-1H-indazole-7-carboxamido)ethyl)benzoic acid FC1=CC=C(C=C1)C=1C=C2C=NN(C2=C(C1)C(=O)N[C@@H](C)C1=CC=C(C(=O)O)C=C1)CC1=CC=C(C=C1)C(F)(F)F